Ethyl-rel-(1R,2S)-2-[3-{[1-(butan-2-yl)-5-(3-phenylpropyl)-1H-pyrrole-2-carbonyl]amino}-4-(trifluoromethyl)phenyl]cyclopropane C(C)[C@H]1[C@H](C1)C1=CC(=C(C=C1)C(F)(F)F)NC(=O)C=1N(C(=CC1)CCCC1=CC=CC=C1)C(C)CC |o1:2,3|